ethyl 1-acetyl-6,6-dimethylpiperidine-2-carboxylate C(C)(=O)N1C(CCCC1(C)C)C(=O)OCC